COC(C1=CC(=C(C(=C1)O)Br)OCC=C)=O 3-(Allyloxy)-4-bromo-5-hydroxybenzoic acid methyl ester